C(#N)C1=CN=C2N1C(=CC(=C2)C=2N=NN(C2C)C2CCN(CC2)C(=O)OC(C)(C)C)OC(C)C2=CC=NS2 tert-Butyl 4-[4-[3-cyano-5-(1-isothiazol-5-ylethoxy)imidazo[1,2-a]pyridin-7-yl]-5-methyl-triazol-1-yl]piperidine-1-carboxylate